ClC1=C(C(=CC=C1)Cl)N1CC(C1)C1=CC(=C(CN2CCC(CC2)C(=O)OC)C=C1)F methyl 1-(4-(1-(2,6-dichlorophenyl)azetidin-3-yl)-2-fluorobenzyl)piperidine-4-carboxylate